BrC1=C(C(=CC=C1)Cl)C1=NOC(=C1COC1=CC=C(C=C1)C1=CC(=CC=C1)C(=O)O)C(C)C 4'-((3-(2-bromo-6-chlorophenyl)-5-isopropylisoxazol-4-yl)methoxy)-[1,1'-biphenyl]-3-carboxylic acid